1,3-dichloropropane-1,3-diol ClC(CC(O)Cl)O